(R)-N-ethyl-N-(2,2,2-trifluoro-1-(4-fluorophenyl)ethyl)-1-((2-(trimethylsilyl)ethoxy)methyl)-1H-benzo[d][1,2,3]triazole-5-sulfonamide C(C)N(S(=O)(=O)C1=CC2=C(N(N=N2)COCC[Si](C)(C)C)C=C1)[C@@H](C(F)(F)F)C1=CC=C(C=C1)F